C(C)(C)(C)OC(=O)N1CCC(CC1)OCC=1N=C(SC1)NC(=O)OC(C)(C)C 4-({2-[(tert-Butoxycarbonyl)amino]-1,3-thiazol-4-yl}methoxy)piperidine-1-carboxylic acid tert-butyl ester